NC(C(=O)O)CC1=CC=C(C=C1)C(=CC1=CC=C(C=C1)N)C#N 2-amino-3-(4-(2-(4-aminophenyl)-1-cyanovinyl)phenyl)propionic acid